tert-butyl-3-((2R)-2-(2-(2-(tert-butoxycarbonylamino)ethyl)isoindoline-5-carboxamido)-2-(2,9,9-trimethyl-3,5-dioxa-4-bora-tricyclo[6.1.1.02,6]dec-4-yl)ethyl)-2-methoxybenzoate C(C)(C)(C)OC(C1=C(C(=CC=C1)C[C@@H](B1OC2(C3C(C(CC2O1)C3)(C)C)C)NC(=O)C=3C=C1CN(CC1=CC3)CCNC(=O)OC(C)(C)C)OC)=O